(S)-2-(1-methylpyrrolidin-3-yl)-6-(4,4,5,5-tetramethyl-1,3,2-dioxaborolan-2-yl)-2H-indazole CN1C[C@H](CC1)N1N=C2C=C(C=CC2=C1)B1OC(C(O1)(C)C)(C)C